[C].[Si].[Ta] tantalum silicon carbon